4-(2-((3-(3-methoxy-3-methylbutoxy)-1-((1r,4r)-4-morpholinylcyclohexyl)-1H-pyrazol-4-yl)amino)pyrimidin-5-yl)benzonitrile COC(CCOC1=NN(C=C1NC1=NC=C(C=N1)C1=CC=C(C#N)C=C1)C1CCC(CC1)N1CCOCC1)(C)C